FC=1C(=NC(=NC1)NC1=NC=C(C=C1)C1CN(CC1)C(C)C)C1=C(C=2C(N(C=C(C2S1)C(C)C)C)=O)C 2-(5-Fluoro-2-((5-(1-isopropylpyrrolidin-3-yl)pyridin-2-yl)amino)pyrimidin-4-yl)-7-isopropyl-3,5-dimethylthieno[3,2-c]pyridin-4(5H)-one